N-(1-Adamantylmethyl)-6-[4-[[2-[2-(5-ethoxypyridin-3-yl)ethynyl]phenyl]methyl]piperazin-1-yl]pyridazine-3-carboxamide C12(CC3CC(CC(C1)C3)C2)CNC(=O)C=2N=NC(=CC2)N2CCN(CC2)CC2=C(C=CC=C2)C#CC=2C=NC=C(C2)OCC